FC1=CC=C(C=C1)CCC(CC(C(=O)OCC)=O)=O ethyl 6-(4-fluorophenyl)-2,4-dioxohexanoate